C(CCCCC(C)(C)C)(=O)OOC(CC(C)(C)C)(C)C 1,1,3,3-tetramethylbutyl 1-peroxyneononanoate